O[C@H](CCC=C)[C@H]1N(C(OC1)(C)C)C(=O)OC(C)(C)C tert-butyl (4S)-4-[(1R)-1-hydroxypent-4-enyl]-2,2-dimethyl-oxazolidine-3-carboxylate